1-[9-ethyl-6-(2-methylbenzoyl)-9H-carbazol-3-yl]ethanone-1-O-acetyl oxime C(C)(=O)ON=C(C)C=1C=CC=2N(C3=CC=C(C=C3C2C1)C(C1=C(C=CC=C1)C)=O)CC